(4-((2-((4-(4-methylpiperazin-1-yl)phenyl)amino)-7H-pyrrolo[2,3-d]pyrimidin-4-yl)amino)piperidine-1-yl)methanol CN1CCN(CC1)C1=CC=C(C=C1)NC=1N=C(C2=C(N1)NC=C2)NC2CCN(CC2)CO